(5-chloropyridin-2-yl)-2-((S)-3-(5-cyclopropyl-6-oxo-1,6-dihydropyridin-3-yl)piperidin-1-yl)propanamide ClC=1C=CC(=NC1)C(C(=O)N)(C)N1C[C@@H](CCC1)C1=CNC(C(=C1)C1CC1)=O